C(C)(C)(C)OC(=O)N1C[C@H]2CC[C@@H](C1)N2C=2C1=C(N=C(N2)SC)C(=C(N=C1Cl)Cl)F (1R,5S)-8-(5,7-dichloro-8-fluoro-2-(methylthio)pyrido[4,3-d]pyrimidin-4-yl)-3,8-diazabicyclo[3.2.1]octane-3-carboxylic acid tert-butyl ester